N-{(4aR,6R)-5,5-difluoro-2-[4-(4-fluoro-2-methylphenyl)-1,2-benzoxazol-3-yl]-1-oxooctahydropyrrolo[1,2-c]pyrimidin-6-yl}ethanesulfonamide FC1([C@@H](CN2C(N(CC[C@@H]21)C2=NOC1=C2C(=CC=C1)C1=C(C=C(C=C1)F)C)=O)NS(=O)(=O)CC)F